FC1=CC(=C(C=C1)C(/C=C(/C=O)\C)(CC=C(C)C)C)OC (E)-4-(4-fluoro-2-methoxyphenyl)-2,4,7-trimethyloct-2,6-dienal